BrC=1C=C(C=C2C(=NC=NC12)NC(C)C=1N(N=CN1)C1=NC=C(C=C1)Br)C(F)(F)F 8-bromo-N-[1-[2-(5-bromo-2-pyridyl)-1,2,4-triazol-3-yl]ethyl]-6-(trifluoromethyl)quinazolin-4-amine